2-(9H-fluoren-9-ylmethoxycarbonylamino)-3-(trifluoromethylsulfanyl)propanoic Acid C1=CC=CC=2C3=CC=CC=C3C(C12)COC(=O)NC(C(=O)O)CSC(F)(F)F